N-(8,9-difluoro-6-oxo-1,4,5,6-tetrahydro-2H-pyrano[3,4-c]isoquinolin-1-yl)-3-fluoro-N-methyl-5-phenoxybenzamide FC=1C(=CC=2C3=C(NC(C2C1)=O)COCC3N(C(C3=CC(=CC(=C3)OC3=CC=CC=C3)F)=O)C)F